C(#N)[C@@H]1CN(C[C@H]1C1=CC=CC=C1)C(=O)[C@@H]1CC[C@H]2N1C([C@H](CCCC2)NC(=O)C2=CC=C1C=CC(=CC1=C2)C(F)P(O)(O)=O)=O ((7-(((3S,6S,10aS)-3-((3S,4R)-3-cyano-4-phenylpyrrolidine-1-carbonyl)-5-oxodecahydropyrrolo[1,2-a]azocin-6-yl)carbamoyl)naphthalen-2-yl)fluoromethyl)phosphonic acid